(1-(3-cyclohexyl-4-oxo-3,4-dihydro-phthalazin-1-yl)azepan-3-yl)ethylsulphonamide palladium (II) [Pd+2].C1(CCCCC1)N1N=C(C2=CC=CC=C2C1=O)N1CC(CCCC1)CCS(=O)(=O)N